4-chloro-1-(2-(cyclopropanecarbonyl)-2-azaspiro[3.3]heptan-6-yl)-N-(3-methyl-5-(thiophen-2-ylethynyl)pyridin-2-yl)-1H-pyrazole-5-carboxamide ClC=1C=NN(C1C(=O)NC1=NC=C(C=C1C)C#CC=1SC=CC1)C1CC2(CN(C2)C(=O)C2CC2)C1